(3-(difluoro(pyridin-4-yl)methyl)-2-fluorophenyl)ethan-1-amine hydrochloride Cl.FC(C=1C(=C(C=CC1)C(C)N)F)(C1=CC=NC=C1)F